FC(C1=CC=C(C=C1)C1CN(CCC1)C=O)(F)F (3-(4-(trifluoromethyl)phenyl)piperidin-1-yl)methanone